trans-1-(5-fluoro-4-(2-morpholinopyrimidin-5-yl)-2-nitrophenyl)-4-methoxy-N-(2-methoxyethyl)-N-methylpyrrolidin-3-amine FC=1C(=CC(=C(C1)N1C[C@H]([C@@H](C1)OC)N(C)CCOC)[N+](=O)[O-])C=1C=NC(=NC1)N1CCOCC1